NCC1CCN(CC1)C(=O)C1=C(C=C(C=C1)NC=1C=2N(C=CN1)C(=CN2)C2=CC=C(C=C2)OC(F)F)I [4-(aminomethyl)piperidin-1-yl]-[4-[[3-[4-(difluoromethoxy)phenyl]imidazo[1,2-a]pyrazin-8-yl]amino]-2-iodophenyl]methanone